6-(1-tetrahydropyran-2-yl-indazol-6-yl)-1,3,5-triazin-2-amine O1C(CCCC1)N1N=CC2=CC=C(C=C12)C1=NC=NC(=N1)N